Cl.N1=C(C=CC=C1)[C@H]1NOCC1 (3S)-3-(2-pyridyl)isoxazolidine hydrochloride